[O-]S(=O)(=O)C(F)(F)F.C[N+]1(CCCCC1)CCC 1-Methyl-1-propylpiperidinium triflat